C[C@@H]1[C@H]([C@@H]([C@H]([C@]2(O1)OCC1=CC(=C(C=C12)CC1=CC=C(C=C1)OC)Cl)O)O)O (1S,3'R,4'S,5'S,6'R)-6'-Methyl-6-(4-methoxy-benzyl)-5-chloro-3',4',5',6'-tetrahydro-3H-spiro[isobenzofuran-1,2'-pyran]-3',4',5'-triol